C(C)(C)(C)C=1C=C(C=C(C1O)C(C)(C)C)CCC(=O)[O-] β-[3,5-di-tert-butyl-4-hydroxyphenyl]propionate